ClC=1C=CC=C2C=C(NC12)C(=O)N(CCOC)C1=CC(=C(C=C1)C#N)F 7-chloro-N-(4-cyano-3-fluorophenyl)-N-(2-methoxyethyl)-1H-indole-2-carboxamide